(5-bromo-1-(4-chlorophenyl)-1H-pyrazol-4-yl)methanol BrC1=C(C=NN1C1=CC=C(C=C1)Cl)CO